C(C)(C)OP(=O)(OC(C)C)OC1=C(C=CC(=C1CP(=O)(OC)OC)C)C(CC(=O)O)(C)C 3-(2-((Diisopropoxyphosphoryl)oxy)((dimethoxyphosphoryl)methyl)-4-methylphenyl)-3-methylbutanoic acid